1-(2-azidoethyl)-4-methylbenzene N(=[N+]=[N-])CCC1=CC=C(C=C1)C